Deoxyxylose O=CC[C@@H](O)[C@H](O)CO